(naphthalen-1-yl)-2-{4-[(4-nitrophenyl)methyl]piperazin-1-yl}ethanesulfonamide C1(=CC=CC2=CC=CC=C12)C(CN1CCN(CC1)CC1=CC=C(C=C1)[N+](=O)[O-])S(=O)(=O)N